N,N'-dicyanoethyl-diethyl-toluenediamine C(#N)NC(C1=C(C(=CC=C1)CC)CC)(NC#N)CC